ClC=1C(=NC=CC1OC)C(=O)N1[C@H](C=2C(CC1)=C(N(N2)C)C2=CC(=C(C(=C2)F)F)F)C (3-chloro-4-methoxy-2-pyridinyl)-[(7S)-2,7-dimethyl-3-(3,4,5-trifluorophenyl)-5,7-dihydro-4H-pyrazolo[3,4-c]pyridin-6-yl]methanone